2-chloro-5-(2-methoxyethoxy)pyridine sodium [Na].ClC1=NC=C(C=C1)OCCOC